C1(CCCCC1)P(Cl)N(C)C cyclohexyl-(dimethylamino)chlorophosphine